(3-((4-chloro-2-methoxybenzyl)oxy)-4-fluorophenyl)-3,6-dihydropyridine-1(2H)-carboxylic acid tert-butyl ester C(C)(C)(C)OC(=O)N1C(CC=CC1)C1=CC(=C(C=C1)F)OCC1=C(C=C(C=C1)Cl)OC